[NH4+].C(=CC1=CC=CC=C1)/C(=C/C(=O)[O-])/C(=O)[O-].[NH4+] styrene-maleic acid ammonium salt